C(C)(C)(C)C=1C(=C(C=C(C1)C)N1N=C2C(=N1)C=CC(=C2)Cl)O 2-(3-t-butyl-5-methyl-2-hydroxy-phenyl)-5-chlorobenzotriazole